FC1=CC=CC=2N(C(=NC21)C=2C(=NON2)N)CC=2N=NC(=CC2)OC 4-(4-fluoro-1-((6-methoxypyridazin-3-yl)methyl)-benzoimidazol-2-yl)-1,2,5-oxadiazol-3-amine